Tetramethylorthosilicat CO[Si](OC)(OC)OC